rac-3-[6-chloro-5-(4-pyridyl)-3-[3-(trifluoromethyl)phenoxy]pyridazin-4-yl]-5-[(2,4-dimethylphenyl)methyl]-5,6-dihydro-4H-1,2,4-oxadiazine ClC1=C(C(=C(N=N1)OC1=CC(=CC=C1)C(F)(F)F)C1=NOC[C@H](N1)CC1=C(C=C(C=C1)C)C)C1=CC=NC=C1 |r|